N-(2-amino-1-phenylethyl)-1-(2-((4-fluorophenyl)amino)pyridin-4-yl)-1H-imidazole-4-carboxamide NCC(C1=CC=CC=C1)NC(=O)C=1N=CN(C1)C1=CC(=NC=C1)NC1=CC=C(C=C1)F